1-(5-((4-isobutyl-1,4-diazepan-1-yl)methyl)pyrazolo[1,5-a]pyridin-3-yl)dihydropyrimidine-2,4(1H,3H)-dione C(C(C)C)N1CCN(CCC1)CC1=CC=2N(C=C1)N=CC2N2C(NC(CC2)=O)=O